phenol ethyl-glycolate methacrylate C(C(=C)C)(=O)O.C(C)C(C(=O)O)O.C1(=CC=CC=C1)O